FC1=CC=C(C=C1)NC(=O)C1=C(N(C(=C1C)C(C(N[C@@H](C(F)(F)F)C)=O)=O)C)C (R)-N-(4-fluorophenyl)-1,2,4-trimethyl-5-(2-oxo-2-((1,1,1-trifluoropropan-2-yl)amino)acetyl)-1H-pyrrole-3-carboxamide